N-(3-carbamoyl-oxolan-3-yl)-5-(cyclopropylmethoxy)-2-methyl-1-benzofuran-3-carboxamide C(N)(=O)C1(COCC1)NC(=O)C1=C(OC2=C1C=C(C=C2)OCC2CC2)C